(S)-7-(2-hydroxy-2-methylpropoxy)-5-(6-(3-((6-methoxypyridin-3-yl)oxy)pyrrolidin-1-yl)pyridin-3-yl)imidazo[1,2-a]pyridine-3-carbonitrile OC(COC1=CC=2N(C(=C1)C=1C=NC(=CC1)N1C[C@H](CC1)OC=1C=NC(=CC1)OC)C(=CN2)C#N)(C)C